bismethoxybiphenyl COC1=CC=C(C=C1)C1=CC=C(C=C1)OC